sodium cis-propenol phosphate P(=O)([O-])([O-])O\C=C/C.[Na+].[Na+]